2-chloro-4-[[5-[5-(difluoromethyl)-1,3,4-oxadiazol-2-yl]-4-[[(1S)-2-hydroxy-1-phenyl-ethyl]amino]pyrimidin-2-yl]amino]benzamide ClC1=C(C(=O)N)C=CC(=C1)NC1=NC=C(C(=N1)N[C@H](CO)C1=CC=CC=C1)C=1OC(=NN1)C(F)F